(±)-tert-butyl 5-methoxy-4-((1-(4-(methoxycarbonyl)phenyl)-2-azaspiro[3.4]octan-2-yl)methyl)-7-methyl-1H-indole-1-carboxylate COC=1C(=C2C=CN(C2=C(C1)C)C(=O)OC(C)(C)C)CN1[C@@H](C2(C1)CCCC2)C2=CC=C(C=C2)C(=O)OC |r|